N-(5-((2,6-dichloro-4-methoxyphenyl)ethynyl)-8-(methylamino)-2,7-naphthyridin-3-yl)cyclopropanecarboxamide ClC1=C(C(=CC(=C1)OC)Cl)C#CC1=C2C=C(N=CC2=C(N=C1)NC)NC(=O)C1CC1